ClC1=C(C(=CC=C1F)F)C=1C=CC=2N(C1)C=C(N2)NC(=O)C2C(C2)F N-(6-(2-chloro-3,6-difluorophenyl)imidazo[1,2-a]pyridin-2-yl)-2-fluorocyclopropane-1-carboxamide